(5,6-diphenyl-1,2,4-triazin-3-yl)urea C1(=CC=CC=C1)C=1N=C(N=NC1C1=CC=CC=C1)NC(=O)N